N-((5-chloro-6-(1-oxoisoindolin-2-yl)-1H-indol-2-yl)methyl)acetamide ClC=1C=C2C=C(NC2=CC1N1C(C2=CC=CC=C2C1)=O)CNC(C)=O